OC(CCCCCCCCCCCCCCCCC(=O)O)CCCCCCCCCCC 18-Hydroxy-nonacosanoic acid